COCCN(C(=O)Cl)C N-(2-methoxyethyl)-N-methylcarbamoyl chloride